BrC=1N(N=C2C1N=C(N=C2NC(C)C=2C=NC1=CC=CC=C1C2)N2CCN(CC2)C(C)=O)C(C)C 1-{4-[3-bromo-2-isopropyl-7-(1-quinolin-3-yl-ethylamino)-2H-pyrazolo[4,3-d]pyrimidin-5-yl]-piperazin-1-yl}-ethanone